[Mn].[Zn].[Al].[Mg] magnesium aluminum zinc manganese